N1=CC=C(C2=CC=CC=C12)C1CCC2(CC2C(=O)OCC)CC1 Ethyl 6-(quinolin-4-yl)spiro[2.5]octane-1-carboxylate